N1=C(C=CC=C1)C1(CCOC2(CCCC2)C1)CCN 2-(9-(pyridin-2-yl)-6-oxaspiro[4.5]decan-9-yl)ethyl-amine